FC1=CC=C(C=C1)[C@@H]1N(CCC2=CC=CC=C12)C=1OC2(CN1)CC(CC2)N2C(C1=CC=CC=C1C2=O)=O 2-(2-((S)-1-(4-fluorophenyl)-3,4-dihydroisoquinolin-2(1H)-yl)-1-oxa-3-azaspiro[4.4]non-2-en-7-yl)isoindoline-1,3-dione